5-[[4-(4-morpholinyl)-6-[(4-sulfophenyl)amino]-1,3,5-triazin-2-yl]amino]benzenesulfonic acid sodium salt [Na+].N1(CCOCC1)C1=NC(=NC(=N1)NC1=CC=C(C=C1)S(=O)(=O)[O-])NC=1C=CC=C(C1)S(=O)(=O)[O-].[Na+]